C1(CCCCC1)NC(=O)C=1SC=2N=C(N=C(C2N1)N1CCOCC1)N/N=C/C=1C=C(C=CC1)C N-cyclohexyl-7-morpholino-5-[(2E)-2-(m-tolylmethylene)hydrazino]thiazolo[5,4-d]pyrimidine-2-carboxamide